C(C)(C)(C)ON=O.BrC=1SC(=C(N1)C=1C(=C(C=CC1)NS(=O)(=O)C1=C(C=CC=C1F)F)F)C1=NC(=NC=C1)SC N-(3-(2-bromo-5-(2-(methylthio)pyrimidin-4-yl)thiazol-4-yl)-2-fluorophenyl)-2,6-difluorobenzenesulfonamide tert-Butyl-nitrite